N,1-dimethyl-cyclopropanecarboxamide CNC(=O)C1(CC1)C